[Se]1C2=C(C=C1)[Se]C=C2 selenopheno[3,2-b]selenophene